FC=1C=C(C=C(C1)F)N1[C@H](CN(CC1)C(CCC(=O)C=1N=CN(C1)C)=O)C 1-[(3S)-4-(3,5-difluorophenyl)-3-methyl-piperazin-1-yl]-4-(1-methylimidazol-4-yl)butane-1,4-dione